C(C)OC(=O)C1=CC2=C(N=C(S2)C2=CC=NC=C2)N1.ClC=1C(=CC(=C(N)C1)F)C=1OC=CN1 5-chloro-2-fluoro-4-(oxazol-2-yl)aniline ethyl-2-(4-pyridyl)-4H-pyrrolo[2,3-d]thiazole-5-carboxylate